ammonium hydrosulfide salt [SH-].[NH4+]